CC1(OB(OC1(C)C)C=1C=NN(C1)CCO)C 2-(4-(4,4,5,5-tetramethyl-1,3,2-dioxaborolane-2-yl)-1H-pyrazol-1-yl)ethane-1-ol